ClC=1C=C(C(=NC1)N1C(C(N(C(C1)=O)CC1=CC(=C(C=C1)C(F)(F)F)F)C1COC1)=O)F 1-(5-chloro-3-fluoropyridin-2-yl)-4-(3-fluoro-4-(trifluoromethyl)benzyl)-3-(oxetan-3-yl)piperazine-2,5-dione